benzyl 3-(1,1-difluoro-3,5-dihydroxypentyl)-6,7-dihydro-2H-pyrazolo[4,3-c]pyridine-5(4H)-carboxylate FC(CC(CCO)O)(F)C=1NN=C2C1CN(CC2)C(=O)OCC2=CC=CC=C2